(3S)-3-((S)-sec-butyl)-5-(((tert-butyldimethylsilyl)oxy)methyl)-1,3,4,5-tetrahydro-2H-benzo[e][1,4]diazepin-2-one [C@H](C)(CC)[C@@H]1NC(C2=C(NC1=O)C=CC=C2)CO[Si](C)(C)C(C)(C)C